(S)-N-(1-Cyclohexyl-2-((5-(3,5-dimethylisoxazol-4-yl)pyridin-2-yl)amino)-2-oxoethyl)-1-ethyl-1H-pyrazole-5-carboxamide C1(CCCCC1)[C@@H](C(=O)NC1=NC=C(C=C1)C=1C(=NOC1C)C)NC(=O)C1=CC=NN1CC